3-(4-benzyl-6,6-dimethyl-4,5-dihydro-1,3-oxazin-2-yl)-8-fluoro-quinoline-7-carbonitrile C(C1=CC=CC=C1)C1N=C(OC(C1)(C)C)C=1C=NC2=C(C(=CC=C2C1)C#N)F